Neopentylamin C(C(C)(C)C)N